aluminum dimaleate phosphate P(=O)([O-])([O-])[O-].C(\C=C/C(=O)O)(=O)O.C(\C=C/C(=O)O)(=O)O.[Al+3]